N-butyl-5-(2-methylpyrimidin-5-yl)indazole-3-carboxamide C(CCC)NC(=O)C1=NNC2=CC=C(C=C12)C=1C=NC(=NC1)C